bis(4-hydroxy-3,5-dimethylphenyl)-1-(3,5-bistrifluoromethylphenyl)methane OC1=C(C=C(C=C1C)C(C1=CC(=CC(=C1)C(F)(F)F)C(F)(F)F)C1=CC(=C(C(=C1)C)O)C)C